C(CCC)C1=CC=C(C(=O)C2=NC=C(C(=O)NNC(=S)C(C(=O)N)C)C=C2)C=C1 (2-(6-(4-butylbenzoyl)nicotinoyl)hydrazine-1-thiocarbonyl)propanamide